FC1=C(C=CC=C1NS(=O)(=O)CCC)C=1C(=NN(C1)C1=CC=C(C=C1)N1CC(N(CC1)C(=O)[O-])C)C1=CC=NC=C1 4-(4-{4-[2-fluoro-3-(propane-1-sulfonamido)phenyl]-3-(pyridin-4-yl)pyrazol-1-yl}phenyl)-2-methylpiperazine-1-carboxylate